ClC=1C(=NC(=NC1)NC1=CC(=C(C=C1)N1CCN(CC1)CC)F)NC=1C=CC=C2CNC(C12)=O 7-((5-chloro-2-((4-(4-ethylpiperazin-1-yl)-3-fluorophenyl)amino)pyrimidin-4-yl)amino)isoindolin-1-one